CS(=O)(=N)C1=CC=C(C=C1)C S-methyl-S-(4-methylphenyl)sulfoximine